C1(CC1)CC1=CC(=NO1)C(=O)NC1C[C@H]2CC[C@@H](C1)N2S(=O)(=O)CC2CCN(CC2)C(=O)OCC2=CC=CC=C2 Benzyl 4-((((1R,3r,5S)-3-(5-(cyclopropylmethyl)isoxazole-3-carboxamido)-8-azabicyclo[3.2.1]octan-8-yl)sulfonyl)methyl)piperidine-1-carboxylate